2-phenyl-5-Methylbenzoxazole C1(=CC=CC=C1)C=1OC2=C(N1)C=C(C=C2)C